7-fluoro-5-(2-fluorophenyl)-2-[(1S)-2,2-difluorocyclopropyl]sulfonyl-6,7-dihydro-5H-pyrrolo[1,2-b][1,2,4]triazole FC1CC(N2N=C(N=C21)S(=O)(=O)[C@@H]2C(C2)(F)F)C2=C(C=CC=C2)F